6-methoxy-1,2,3,4-tetrahydro-naphthalene COC=1C=C2CCCCC2=CC1